4-(1,1-difluoroethyl)-1,3-thiazol-2-amine FC(C)(F)C=1N=C(SC1)N